(E)-2-cyano-N,N-diethyl-3-(4-((2-methyl-[1,1'-biphenyl]-3-yl)methoxy)-3-nitrophenyl)acrylamide C(#N)/C(/C(=O)N(CC)CC)=C\C1=CC(=C(C=C1)OCC=1C(=C(C=CC1)C1=CC=CC=C1)C)[N+](=O)[O-]